2-methacryloyloxyacetate C(C(=C)C)(=O)OCC(=O)[O-]